CC(C)=CCC\C(\C)=C\C=C\C(\C)=C\C=C\C(\C)=C\C=C\C=C(/C)\C=C\C=C(/C)\C=C\C=C(/C)\CCC=C(C)C Trans-lycopene